1,3-bis(difluoromethyl)-5-[1-(trifluoromethyl)vinyl]benzene FC(C1=CC(=CC(=C1)C(=C)C(F)(F)F)C(F)F)F